O=C1C(CN(C1)C(=O)OC(C)(C)C)C(=O)OCC 1-tert-butyl 3-ethyl 4-oxopyrrolidine-1,3-dicarboxylate